C(CCC(C)C)C=1C=C(C=C(C1O)C)C 6-isohexyl-2,4-xylenol